FC1=C(C=C(C=C1)F)C1=NC=NC(=C1NC(=O)C1=CC(=NO1)OC1CC(C1)F)C1OCC(CC1)(F)F N-(4-(2,5-difluorophenyl)-6-(5,5-difluorotetrahydro-2H-pyran-2-yl)pyrimidin-5-yl)-3-(syn-3-fluorocyclobutoxy)isoxazole-5-carboxamide